copper (triphenylphosphine) chloride [Cl-].C1(=CC=CC=C1)P(C1=CC=CC=C1)C1=CC=CC=C1.[Cu+2].[Cl-]